ClC1=C2C(C=3C(CN4C(CC5(CC5)[C@@H]4C3CN=C1)=O)C=1NC(=CN1)C=1C=CC3=C(N=C(S3)C)C1)=CC(C=C2F)=O |o1:13| (R*)-7-chloro-8-fluoro-12-(5-(2-methylbenzo[d]thiazol-5-yl)-1H-imidazol-2-yl)-13,14-dihydro-2H-spiro[benzo[5,6]azocino[4,3-g]indolizine-3,1'-cyclopropane]-1,10(4H,12H)-dione